8-fluoro-2-{4-[2-(methylamino)ethyl]phenyl}-1,3,4,5-tetrahydro-6H-azepino[5,4,3-cd]indol-6-one FC=1C=C2C=3C(=C(NC3C1)C1=CC=C(C=C1)CCNC)CCNC2=O